C(C)OCCOCCOC1=CC=C(C=C1)C[C@@H](C(=O)OC(C)(C)C)O tert-butyl (2S)-3-{4-[2-(2-ethoxyethoxy)ethoxy]phenyl}-2-hydroxypropanoate